COC1=CC=C(C=C1)CN1CCC=2C(=C3C=CSC3=NC12)O 12-[(4-methoxyphenyl)methyl]-4-thia-2,12-diazatricyclo[7.3.0.03,7]dodeca-1(9),2,5,7-tetraen-8-ol